2-[4-{(2-hydroxy-3-tridecyloxy-propyl)oxy}-2-hydroxyphenyl]-4,6-bis(2,4-dimethylphenyl)-1,3,5-triazine OC(COC1=CC(=C(C=C1)C1=NC(=NC(=N1)C1=C(C=C(C=C1)C)C)C1=C(C=C(C=C1)C)C)O)COCCCCCCCCCCCCC